3-(6-(6-hydroxy-1,4-diazepan-1-yl)pyridin-3-yl)piperidine OC1CNCCN(C1)C1=CC=C(C=N1)C1CNCCC1